C(C)(C)(C)OC(=O)N1[C@@H](CCC1)C=1C=C(C=C2CCN(CC12)C(C(C)(C)O)=O)C=1C=C2C(=NC1)NC=C2C (S)-2-(2-(2-hydroxy-2-methylpropionyl)-6-(3-methyl-1H-pyrrolo[2,3-b]pyridin-5-yl)-1,2,3,4-tetrahydroisoquinolin-8-yl)pyrrolidine-1-carboxylic acid tert-butyl ester